C2,3-Dibromopropionitrile BrC(C#N)CBr